ClC1=CC=C(C(=C1CCC1=CC(=C(C(=O)N(C)CC)C=C1)F)C=1C(N(N=C(C1O)C)C)=O)F 4-[2-[6-chloro-3-fluoro-2-(5-hydroxy-2,6-dimethyl-3-oxopyridazin-4-yl)phenyl]ethyl]-N-ethyl-2-fluoro-N-methyl-benzamide